N-acetyl-β-d-glucosamine C(C)(=O)N[C@H]1[C@H](O)O[C@@H]([C@H]([C@@H]1O)O)CO